4-{2-[(piperidin-3-yl)amino]-5-(trifluoromethyl)pyrimidin-4-yl}-N-(2,2,2-trifluoroethyl)-1H-pyrrole-2-carboxamide N1CC(CCC1)NC1=NC=C(C(=N1)C=1C=C(NC1)C(=O)NCC(F)(F)F)C(F)(F)F